C(CCCCC)C(CCCCC)OCCO 2-[(1-n-hexylhexyl)oxy]ethanol